3-(4-{[(4R)-8-chloro-4-ethyl-1,1-dioxo-3,4-dihydro-2H-pyrido[2,3-b][1,4,5]oxathiazepin-2-yl]methyl}-1H-indol-6-yl)-3-(7-cyclopropyl-1,4-dimethyl-1H-benzotriazol-5-yl)propanoic acid ClC1=CC2=C(O[C@@H](CN(S2(=O)=O)CC2=C3C=CNC3=CC(=C2)C(CC(=O)O)C2=C(C3=C(N(N=N3)C)C(=C2)C2CC2)C)CC)N=C1